CC(C)=CCC[C@@H](C)CCO |r| (±)-Citronellol